ClC1=C2C=CNC2=CC(=C1)NC1=NC2=C(N1)C=CC(=C2)C=2C=NC(=CC2)N2CCCC2 N-(4-chloro-1H-indol-6-yl)-5-[6-(pyrrolidin-1-yl)pyridin-3-yl]-1H-1,3-benzodiazol-2-amine